ClC1=CC=C(CCN2C3=C(OCC2=O)C=CC(=C3)C(=O)NO)C=C1 4-(4-chlorophenethyl)-N-hydroxy-3-oxo-3,4-dihydro-2H-benzo[b][1,4]oxazine-6-carboxamide